CCCCC\C=C/C\C=C/CCCCCCCCC(CCCCCCCC\C=C/C\C=C/CCCCC)OC(CCCN(C)C)=O.C1(CC1)C=1C=C2C=C(C=NC2=CC1)NC1=NC(=NC=C1)NC1=CC(=C(C=C1)OCCCN1CCOCC1)OC 4-(6-cyclopropyl-3-quinolylamino)-2-[3-methoxy-4-(3-morpholinopropoxy)phenylamino]pyrimidine (6Z,9Z,28Z,31Z)-heptatriaconta-6,9,28,31-tetraen-19-yl-4-(dimethylamino)butanoate